5-(8-benzhydryl-3,8-diazabicyclo[3.2.1]oct-3-yl)-2-(2,6-dioxopiperidin-3-yl)-6-fluoroisoindoline-1,3-dione C(C1=CC=CC=C1)(C1=CC=CC=C1)N1C2CN(CC1CC2)C=2C=C1C(N(C(C1=CC2F)=O)C2C(NC(CC2)=O)=O)=O